C(C)N1C(NC2=C(C13CC3)SC(=C2)CN2CCN(CC2)C=2C=CC(=NC2C)C(=O)NC)=O 5-(4-((3'-ethyl-2'-oxo-2',3'-dihydro-1'H-spiro[cyclopropane-1,4'-thieno[3,2-d]pyrimidin]-6'-yl)methyl)piperazin-1-yl)-N,6-dimethylpicolinamide